C(C)N1C(C2=CC=CC=C2C1=O)=O ethyl-isoindoline-1,3-dione